O=C1C=C(N=CN1)[NH3+] 6-oxo-1,6-dihydropyrimidin-4-aminium